Trimethyloctylphosphonium C[P+](CCCCCCCC)(C)C